CC1=NN(C(=C1SCC1=CC=CC=C1)N)C1=CC=CC=C1 3-methyl-1-phenyl-4-(benzylthio)-1H-pyrazol-5-amine